FC1=C(C(=CC=C1)F)CC#N 2-(2,6-difluorophenyl)acetonitrile